1-((1-(2-(difluoromethyl)-4-(1-(tetrahydro-2H-pyran-2-yl)-1H-pyrazol-4-yl)phenyl)piperidin-4-yl)methyl)pyrrolidin-2-one FC(C1=C(C=CC(=C1)C=1C=NN(C1)C1OCCCC1)N1CCC(CC1)CN1C(CCC1)=O)F